C(C)(=O)O.CCCCCCCCC\C=C\C E-10-dodecene acetate